FC(C(=O)O)(F)F.FC(OC1=CC=C(C=C1)S(=O)(=O)N1CC(C1)C1CCNCC1)(F)F 4-(1-((4-(trifluoromethoxy)phenyl)sulfonyl)azetidin-3-yl)piperidine, trifluoroacetate salt